2-[[(2S)-2-[9H-fluoren-9-ylmethoxycarbonyl(methyl)amino]-3-methylbutanoyl]-methylamino]acetic acid C1=CC=CC=2C3=CC=CC=C3C(C12)COC(=O)N([C@H](C(=O)N(CC(=O)O)C)C(C)C)C